(E)-N-((5-chloro-1-(4-methoxybenzyl)-6-oxo-1,6-dihydropyridazin-3-yl)methylene)-2-methylpropane-2-sulfinamide ClC1=CC(=NN(C1=O)CC1=CC=C(C=C1)OC)\C=N\S(=O)C(C)(C)C